(S)-2-(3-(1,1,2-trifluoro-1-(4-methyl-4H-1,2,4-triazol-3-yl)propan-2-yl)phenyl)-4-(trifluoromethyl)isoindolin-1-one FC([C@@](C)(F)C=1C=C(C=CC1)N1C(C2=CC=CC(=C2C1)C(F)(F)F)=O)(C1=NN=CN1C)F